ethylenediamine-tetrakis(methanesulfonic acid) C(CN(CS(=O)(=O)O)CS(=O)(=O)O)N(CS(=O)(=O)O)CS(=O)(=O)O